3-hydroxy-n-propyl methacrylate C(C(=C)C)(=O)OCCCO